2-methyl-2-phenylpropanoic acid CC(C(=O)O)(C)C1=CC=CC=C1